O=C1NC(CCC1N1C(C2=CC(=C(C=C2C1)N1CCC(CC1)C=O)OC)=O)=O 1-[2-(2,6-dioxo-3-piperidyl)-6-methoxy-1-oxo-isoindolin-5-yl]piperidine-4-carbaldehyde